Cl.CC1(CC1)CN (1-methylcyclopropyl)methylamine HCl